Cl.NCC1=CC=C(C(=O)NCC2=CC=C(C=C2)OCCC(=O)N2C[C@H](C(C2)=O)O)C=C1 (R)-4-(aminomethyl)-N-(4-(3-(3-hydroxy-4-oxopyrrolidin-1-yl)-3-oxopropoxy)benzyl)benzamide hydrochloride